ClC=1C(=NC2=CC=CC=C2C1)C#N 3-chloroquinolin-2-carbonitrile